1-aminocyclobutane NC1CCC1